S(=O)(=O)(O)O.ClC1=C(C=CC=C1)[C@@H](C(=O)OC)N1CC2=C(CC1)SC=C2 methyl (+)-(S)-α-(2-chlorophenyl)-6,7-dihydrothieno[3,2-c]pyridin-5(4H)-acetate sulfate